COC(C)C(C)OC 2,3-dimethoxy-butane